(R)-4-benzyl-3-((S)-2-(4-fluorobenzyl)-5-((3-(5-methylpyridazin-4-yl)-1H-pyrazol-5-yl)amino)pentanoyl)oxazolidin-2-one C(C1=CC=CC=C1)[C@H]1N(C(OC1)=O)C([C@@H](CCCNC1=CC(=NN1)C1=CN=NC=C1C)CC1=CC=C(C=C1)F)=O